C(#N)C1=CC(=C(C(=O)NN)C=C1OC1=C(C=C(C=C1)OCCCN1C(OCC1)=O)F)C 4-cyano-5-[2-fluoro-4-[3-(2-oxooxazolidin-3-yl)propoxy]phenoxy]-2-methyl-benzohydrazide